C1(CC1)C(C)N1N=CC(=C1)C(=O)NCC#CC1=NN2C(C=CC=C2N[C@H]2[C@H](CN(CC2)C)F)=C1CC(F)(F)F 1-(1-cyclopropylethyl)-N-[3-(7-{[(3S,4R)-3-fluoro-1-methylpiperidin-4-yl]amino}-3-(2,2,2-trifluoroethyl)pyrazolo[1,5-a]pyridin-2-yl)prop-2-yn-1-yl]-1H-pyrazole-4-carboxamide